COC(CCCCCCCCC\C=C/CCCC)=O.OC(C(=O)N1CC(C1)N1N=CC(=C1)C=1N=C(C=2N(C1)N=CC2)C=2C=NN(C2)C(CC)CC)(C)C 2-hydroxy-2-methyl-1-(3-(4-(4-(1-(pent-3-yl)-1H-pyrazol-4-yl)pyrazolo[1,5-a]pyrazin-6-yl)-1H-pyrazol-1-yl)azetidin-1-yl)propan-1-one Methyl-(Z)-hexadec-11-enoate